BrC=1N=CSC1C(C)N1CCOC2=NC(=C(C=3N=C(N=C1C23)S(=O)(=O)C)F)Cl 10-(1-(4-bromothiazol-5-yl)ethyl)-5-chloro-4-fluoro-2-(methylsulfonyl)-9,10-dihydro-8H-7-oxa-1,3,6,10-tetraazacyclohepta[de]naphthalene